FC=1C=C(C#N)C=C(C1CNCC1=NC=CC=C1F)F 3,5-difluoro-4-((((3-fluoropyridin-2-yl)methyl)amino)methyl)benzonitrile